N-[(1R,3S)-3-{[6-fluoro-2-(trifluoromethyl)quinolin-4-yl]amino}cyclohexyl]imidazo[1,2-a]pyridine-6-carboxamide FC=1C=C2C(=CC(=NC2=CC1)C(F)(F)F)N[C@@H]1C[C@@H](CCC1)NC(=O)C=1C=CC=2N(C1)C=CN2